(2,6-dihydroxy-5'-methyl-4-pentyl-1',2',3',4'-tetrahydro-[1,1'-biphenyl]-3-yl)((R)-2-methylaziridin-1-yl)methanone OC1=C(C(=CC(=C1C(=O)[N@]1C(C1)C)CCCCC)O)C1CCCC(=C1)C